N,N'-Bis-(2,2-dimethyl-3-oxo-propyl)urea CC(CNC(=O)NCC(C=O)(C)C)(C=O)C